1-(5-(5-(1-(1H-pyrrolo[2,3-b]pyridin-4-yl)ethoxy)-1H-indazol-3-yl)pyridin-2-yl)azetidin-3-ol N1C=CC=2C1=NC=CC2C(C)OC=2C=C1C(=NNC1=CC2)C=2C=CC(=NC2)N2CC(C2)O